C1(CC1)O[C@H](C(=O)N[C@H](C(=O)OC(C)C)CCC(C=[N+]=[N-])=O)CC1=CC=CC=C1 isopropyl (S)-2-((S)-2-cyclopropoxy-3-phenylpropanamido)-6-diazo-5-oxohexanoate